O1C(=NN=C1)C=1C=C2CN(CC2=CC1)CC=1OC=C(C(C1)=O)OCC1CCNCC1 2-((5-(1,3,4-oxadiazol-2-yl)isoindolin-2-yl)methyl)-5-(piperidin-4-ylmethoxy)-4H-pyran-4-one